lithio 2-cyclobutylpyrimidine-5-carboxylate C1(CCC1)C1=NC=C(C=N1)C(=O)O[Li]